ClC=1C=C(C=C(C1)NS(=O)(=O)C)NC(=O)C1=CN(C(=C1)C)C1=NC=C(C=N1)N1C(OCC1)=O N-(3-chloro-5-(methylsulfonamido)phenyl)-5-methyl-1-(5-(2-oxooxazolidin-3-yl)pyrimidin-2-yl)-1H-pyrrole-3-carboxamide